ClC1=NC(=CC(=C1)C1=C(C=C(C=C1)F)C=1N=NC=CC1C)C1CC1 3-[2-(2-chloro-6-cyclopropylpyridin-4-yl)-5-fluoro-phenyl]-4-methylpyridazine